1-[(6-{[4-cyclopentyl-5-(trifluoromethyl)pyridin-2-yl]methoxy}-1-methyl-3,4-dihydronaphthalen-2-yl)methyl]azetidine-3-carboxylic acid C1(CCCC1)C1=CC(=NC=C1C(F)(F)F)COC=1C=C2CCC(=C(C2=CC1)C)CN1CC(C1)C(=O)O